(7S,8S)-7-((S)-5H-imidazo[5,1-a]isoindol-5-yl)-5,6,7,8-tetrahydroisoquinolin-8-ol C=1N=CN2C1C1=CC=CC=C1[C@@H]2[C@@H]2CCC=1C=CN=CC1[C@H]2O